6-hydroxyisobenzofuran-1(3H)-one OC1=CC=C2COC(C2=C1)=O